[H+].C1=CC=C(C=C1)N=NC2=C(N=C(C=C2)N)N The molecule is an organic cation that is the conjugate acid of phenazopyridine. It is an ammonium ion derivative and an organic cation. It is a conjugate acid of a phenazopyridine.